C(C)C1=C(C=C(C(=O)O)C=C1)S(NC1=C(C=CC(=C1)C(F)(F)F)C1=NC=CC=C1F)(=O)=O 4-ethyl-3-(N-(2-(3-fluoropyridin-2-yl)-5-(trifluoromethyl)phenyl)sulfamoyl)benzoic Acid